4-mercaptohydrocinnamate SC1=CC=C(CCC(=O)[O-])C=C1